ethyl (S)-6-(((cis)-3,3-difluoro-5-sulfamoylhexahydropyrrolo[3,4-b]pyrrol-1(2H)-yl) methyl)-4-(3-fluoro-2-methylphenyl)-2-(thiazol-2-yl)-1,4-dihydropyrimidine-5-carboxylate FC1([C@H]2[C@@H](N(C1)CC1=C([C@@H](N=C(N1)C=1SC=CN1)C1=C(C(=CC=C1)F)C)C(=O)OCC)CN(C2)S(N)(=O)=O)F